3-azido-7-hydroxycoumarin N(=[N+]=[N-])C=1C(OC2=CC(=CC=C2C1)O)=O